4-(2-isocyanato-3-methyl-4-(trifluoromethyl)phenyl)-2-methoxypyridine N(=C=O)C1=C(C=CC(=C1C)C(F)(F)F)C1=CC(=NC=C1)OC